CC=1C=CC=2N(C3=CC=C(C=C3C2C1)C)C=1C(=NC(=C(C1C1=CC=NC=C1)N1C2=CC=C(C=C2C=2C=C(C=CC12)C)C)N1C2=CC=C(C=C2C=2C=C(C=CC12)C1=CC=CC=C1)C1=CC=CC=C1)N1C2=CC=C(C=C2C=2C=C(C=CC12)C1=CC=CC=C1)C1=CC=CC=C1 9,9'-(3,5-bis(3,6-dimethyl-9H-carbazol-9-yl)-[4,4'-bipyridine]-2,6-diyl)bis(3,6-diphenyl-9H-carbazole)